ClC=1C(=NC=CC1)C(=O)[O-].[Li+] lithium 3-chloropyridine-2-carboxylate